1-(4-methoxy-2-(methylthio)pyrimidine-5-yl)propan-1-one COC1=NC(=NC=C1C(CC)=O)SC